C(C=C)(=O)NC1CN(CCC1)C(=O)N([C@H]1CNCCC1)C1=NC=CC2=CC=CC(=C12)C 3-acrylamido-N-(8-methylisoquinolin-1-yl)-N-((R)-piperidin-3-yl)piperidine-1-carboxamide